BrC1=C2C(=C(N=C1)NCC1=C(C=C(C=C1)OC)OC)SC(=C2)C(=O)OC methyl 4-bromo-7-((2,4-dimethoxybenzyl)amino)thieno[2,3-c]pyridine-2-carboxylate